N-(2-chloroethyl)pyrrolidin-2-one ClCCN1C(CCC1)=O